OCCOC=CC propenyl hydroxyethyl ether